S1C(=NC2=C1C=CC=C2)C(=O)[C@H](CCCNC(=N)N)NC([C@H](CC(C)C)NC([C@H](CC2=CNC1=CC=CC=C21)NC(C)=O)=O)=O N-[(S)-1-[(1,3-benzothiazol-2-yl)carbonyl]-4-guanidinobutyl](S)-2-[(S)-2-acetylamino-3-(3-indolyl)propionylamino]-4-methylvaleramide